Propane-1,3-diyl dipropiolate C(C#C)(=O)OCCCOC(C#C)=O